methyl (R)-1-(4-(azetidin-3-yl)-2,6-dimethyl benzyl)pyrrolidine-3-carboxylate N1CC(C1)C1=CC(=C(CN2C[C@@H](CC2)C(=O)OC)C(=C1)C)C